4-(2,6-difluorobenzyloxy)-3-bromo-6-methyl-1-((pyridin-3-yl)methyl)pyridin-2(1H)-one FC1=C(COC2=C(C(N(C(=C2)C)CC=2C=NC=CC2)=O)Br)C(=CC=C1)F